ClC=1C=CC(=C(C1)NC(C(=O)N[C@H](C(=O)NC1=CC=C(C(=O)OC)C=C1)CC1=CC=CC=C1)=O)C(F)(F)F (S)-methyl 4-(2-(2-((5-chloro-2-(trifluoromethyl) phenyl) amino)-2-oxoacetamido)-3-phenylpropionamido)-benzoate